O1[C@@H](CC1)CN1C=NC2=C1C=C(C=C2)C(=O)NC=2C=NC=CC2 1-(((S)-oxetan-2-yl)methyl)-N-(pyridin-3-yl)-1H-benzo[d]imidazole-6-carboxamide